C1(OCCCCCCCCCO1)=O (nonamethylene) carbonate